C=1N=CN2C1C1=CC=CC=C1[C@H]2[C@@H]2COCC[C@H]2O (3R,4R)-3-((R)-5H-imidazo[5,1-a]isoindol-5-yl)-tetrahydro-2H-pyran-4-ol